C(C)N1C[C@H](CC1)NC1=C2N=CN(C2=NC(=N1)N[C@H](C)C(C)(C)O)CC |o1:18| (S)-N-ethyl-3-((9-ethyl-2-(((R*)-3-hydroxy-3-methylbutan-2-yl)amino)-9H-purin-6-yl)amino)pyrrolidine